N-(4-Chloro-3-(trifluoromethyl)phenyl)-6-methoxy-3,4-dihydroisoquinoline ClC1=C(C=C(C=C1)N1CC2=CC=C(C=C2CC1)OC)C(F)(F)F